ClC1=C(C=C2C=C(N=CC2=C1)NC(=O)C1CC(OCC1)(C)C)C1CCN(CC1)C1(COCC1)C N-(7-chloro-6-(1-(3-methyltetrahydrofuran-3-yl)piperidin-4-yl)isoquinolin-3-yl)-2,2-dimethyltetrahydro-2H-pyran-4-carboxamide